C(C)(C)(C)OC(CCCCCCOC=1C=CC(=NC1)C(=O)O)=O 5-((7-(tert-butoxy)-7-oxoheptyl)oxy)picolinic acid